COC1=C(CN2C(C3(C4=C2N=CN=C4N4C[C@H](N(C[C@@H]4C)C(=O)OC(C)(C)C)C)C(C3)F)=O)C=CC(=C1)OC tert-butyl (2R,5S)-4-(7'-(2,4-dimethoxybenzyl)-2-fluoro-6'-oxo-6',7'-dihydrospiro[cyclopropane-1,5'-pyrrolo[2,3-d]pyrimidin]-4'-yl)-2,5-dimethylpiperazine-1-carboxylate